4-amino-2,6-dichloro-3-nitropyridine NC1=C(C(=NC(=C1)Cl)Cl)[N+](=O)[O-]